BrC1=C(C(=NC=C1)C#N)OCC1=CC=C(C=C1)OC bromo-3-((4-methoxybenzyl)oxy)picolinonitrile